(±)-((1S,2S)-1-(4-chlorophenoxy)-2-isopropylcyclopropyl)methanol ClC1=CC=C(O[C@@]2([C@@H](C2)C(C)C)CO)C=C1 |r|